5-(3-(trifluoromethoxy)phenyl)-N-(3-(3,3-difluoro-2-methylallyl)-1,2,4-thiadiazol-5-yl)thiophene-3-carboxamide FC(OC=1C=C(C=CC1)C1=CC(=CS1)C(=O)NC1=NC(=NS1)CC(=C(F)F)C)(F)F